N-(9-cyclopropyl-9-azabicyclo[3.3.1]nonan-3-yl)-7-fluoro-2,3-dihydro-1H-pyrrolo[1,2-a]indole-9-carboxamide C1(CC1)N1C2CC(CC1CCC2)NC(=O)C2=C1N(C=3C=CC(=CC23)F)CCC1